CC=1N(C(=CC1C(CN1CCCCC1)=O)C)C1=CC=CC2=CC=CC=C12 1-(2,5-Dimethyl-1-(naphthalen-1-yl)-1H-pyrrol-3-yl)-2-(piperidin-1-yl)ethanone